N-ethyl-2,2-difluoroethan-1-amine hydrochloride Cl.C(C)NCC(F)F